2-chloro-6-((6aR,8R)-6a-ethyl-8-(ethyl(piperidin-4-yl)amino)-5,6,6a,7,8,9-hexahydropyrrolo[1',2':4,5]pyrazino[2,3-c]pyridazin-2-yl)phenol ClC1=C(C(=CC=C1)C=1C=C2C(=NN1)NC[C@@]1(N2C[C@@H](C1)N(C1CCNCC1)CC)CC)O